N1(CCNCC1)C1=NC=C(N=C1)C(F)(F)F 2-(piperazin-1-yl)-5-(trifluoromethyl)pyrazine